1-(trans-4-aminocyclohexyl)cyclopropan-1-ol N[C@@H]1CC[C@H](CC1)C1(CC1)O